2,5-dioxopyrrolidin-1-yl 6-(2-(methanesulfonyl)pyrimidin-5-yl)hex-5-ynoate CS(=O)(=O)C1=NC=C(C=N1)C#CCCCC(=O)ON1C(CCC1=O)=O